3-(4-chloro-5-fluorothieno[2,3-b]pyridin-2-yl)-2-methylpiperidine-1-carboxylic acid tert-butyl ester C(C)(C)(C)OC(=O)N1C(C(CCC1)C1=CC=2C(=NC=C(C2Cl)F)S1)C